ClC(C[Al]CC)Cl dichlorodiethyl-aluminum